((2R,3S,4R,5R)-5-(2-amino-6-oxo-1,6-dihydro-9H-purin-9-yl)-4-hydroxy-3-methoxytetrahydrofuran-2-yl)methyl trihydrogen diphosphate O(P(O)(=O)OP(=O)(O)O)C[C@H]1O[C@H]([C@@H]([C@@H]1OC)O)N1C=2N=C(NC(C2N=C1)=O)N